2,4-diphenyl-6-[9-(1-phenyldibenzofuran-3-yl)Dibenzofuran-3-yl]-1,3,5-triazine C1(=CC=CC=C1)C1=NC(=NC(=N1)C1=CC=CC=C1)C=1C=CC2=C(OC3=C2C(=CC=C3)C=3C=C(C2=C(OC4=C2C=CC=C4)C3)C3=CC=CC=C3)C1